CC1(OCCC1)C dimethyl-oxolane